2-bromo-6-(methylsulfonyl)aniline BrC1=C(N)C(=CC=C1)S(=O)(=O)C